COC=1C=C(C=CC1NCC#CC=1N(C2=CC=CC(=C2C1)NC1CCC(CC1)N1CC2C(C1)COC2)CC(F)(F)F)S(=O)(=O)N 3-methoxy-4-{[3-(4-{[(1S,4S)-4-{hexahydro-1H-furo[3,4-c]pyrrol-5-yl}cyclohexyl]amino}-1-(2,2,2-trifluoroethyl)-1H-indol-2-yl)prop-2-yn-1-yl]amino}benzene-1-sulfonamide